2-[1-(4-methoxypyridin-2-yl)pyrazol-4-yl]acetonitrile COC1=CC(=NC=C1)N1N=CC(=C1)CC#N